C(C)(C)(C)OC(C1=CC=C(C=C1)C1=NC=CC(=C1)O)=O 4-(4-hydroxypyridin-2-yl)benzoic acid tert-butyl ester